C(CCCCCCC)OCCCCC 1-pentyl octyl ether